C1=CC=C(C=C1)CCC(=O)N Phenylpropanamide